CC1=CC=C(C=C1)S(=O)(=O)OC=1N=C(N(C(C1C)=O)C1=CC2=CC=CC=C2C=C1)C 2,5-dimethyl-1-(naphthalen-2-yl)-6-oxo-1,6-dihydropyrimidin-4-yl 4-methylbenzene-1-sulphonate